C1(CC1)S(=O)(=O)C1=CC(=C(C(=O)NC2=CN=C3C(=N2)N(N=C3)C3CC(C3)(F)F)C=C1)N1CCC3(CC3)CC1 4-(cyclopropylsulfonyl)-N-(1-(3,3-difluorocyclobutyl)-1H-pyrazolo[3,4-b]pyrazin-6-yl)-2-(6-azaspiro[2.5]oct-6-yl)benzamide